1-(3-(3-(3-fluoropyridin-2-yl)-8,9-dihydropyrido[3',2':4,5]imidazo[1,2-a]pyrazin-7(6H)-yl)-3-oxopropoxy)propan FC=1C(=NC=CC1)C1=CC=2N=C3N(CCN(C3)C(CCOCCC)=O)C2N=C1